C(C)(C)(C)OC(NC1C(CN(CC1)C1=NC=C(C=N1)C1CC1)(F)F)=O (1-(5-Cyclopropylpyrimidin-2-yl)-3,3-difluoropiperidin-4-yl)carbamic acid tert-butyl ester